CC1=NOC2=C1C(=C(C=C2)C)C(C(=O)O)(F)F 2-(3,5-dimethyl-benzo[d]isoxazol-4-yl)-2,2-difluoroacetic acid